(S)-2-(5-(4-cyano-phenyl)isoindoline-2-carbonyl)pyrrolidine-1-carbonitrile C(#N)C1=CC=C(C=C1)C=1C=C2CN(CC2=CC1)C(=O)[C@H]1N(CCC1)C#N